3-((5-fluoro-3-((E)-2-(pyridin-4-yl)vinyl)-1H-indazol-6-yl)methylene)indol-2-one FC=1C=C2C(=NNC2=CC1C=C1C(NC2=CC=CC=C12)=O)\C=C\C1=CC=NC=C1